methyl (R)-2-((2S,3R)-3-((tert-butoxycarbonyl)amino)-2-hydroxy-4-phenylbutanamido)-2-(3-(trifluoromethoxy)phenyl)propanoate C(C)(C)(C)OC(=O)N[C@@H]([C@@H](C(=O)N[C@](C(=O)OC)(C)C1=CC(=CC=C1)OC(F)(F)F)O)CC1=CC=CC=C1